5-(5-methyl-1H-pyrrolo[3,2-b]pyridin-1-yl)-2-{3-[(3S)-3-(propan-2-yl)piperazin-1-yl]-1,2,4-triazin-6-yl}phenol CC1=CC=C2C(=N1)C=CN2C=2C=CC(=C(C2)O)C2=CN=C(N=N2)N2C[C@@H](NCC2)C(C)C